N,N-dimethyl-1-(1-(tetrahydro-2H-pyran-2-yl)-4-((trimethylsilyl)ethynyl)-1H-indazol-6-yl)methylamine CN(C)CC1=CC(=C2C=NN(C2=C1)C1OCCCC1)C#C[Si](C)(C)C